methyl-8-{2-[9-(dimethylamino)octadecyl]cyclopropyl}octanoate COC(CCCCCCCC1C(C1)CCCCCCCCC(CCCCCCCCC)N(C)C)=O